ClC1=CC=C2C(=C(C(N(C2=N1)C1=CC=CC=C1)=O)[N+](=O)[O-])NC 7-chloro-4-(methylamino)-3-nitro-1-phenyl-1,8-naphthyridin-2(1H)-one